OCCNC(C(=O)O)=O N-(2-hydroxy-ethyl)oxamic acid